2-(5-chloropyridin-2-yl)-2-(1-(5,6,7,8-tetrahydro-[1,2,4]triazolo[1,5-a]pyrazine-7-carbonyl)piperidin-4-ylidene)acetonitrile ClC=1C=CC(=NC1)C(C#N)=C1CCN(CC1)C(=O)N1CC=2N(CC1)N=CN2